CC1=C(N=C(C=2N1C=CN2)N2[C@H](CC2)C)B2OC(C(O2)(C)C)(C)C 5-methyl-8-[(2S)-2-methylazetidin-1-yl]-6-(4,4,5,5-tetramethyl-1,3,2-dioxaborolan-2-yl)imidazo[1,2-a]pyrazine